1-cyclopentyl-3-methyl-2,5-dihydro-1H-pyrrole-2,5-dione C1(CCCC1)N1C(C(=CC1=O)C)=O